C1(CC1)S(=O)(=O)C=1C=C(OC[C@H](CN[C@H]2COC3(C2)CCN(CC3)S(=O)(=O)C3=CN(C2=C(C=CC=C2C3=O)F)CC)O)C=CC1 3-((R)-3-((S)-3-(3-(Cyclopropylsulfonyl)phenoxy)-2-hydroxypropylamino)-1-oxa-8-azaspiro[4.5]decan-8-ylsulfonyl)-1-ethyl-8-fluoroquinolin-4(1H)-one